C(C)[C@H]1[C@H](NC([C@H]1F)=O)COS(=O)(=O)C methanesulfonic acid (2s,3s,4s)-3-ethyl-4-fluoro-5-oxo-pyrrolidin-2-ylmethyl ester